Butylamine bromide [Br-].C(CCC)N